BrC(C(=C(F)F)F)(C(F)(F)Br)F 3,4-dibromo-1,1,2,3,4,4-hexafluoro-1-butene